3'-((6-((1-acryloyl-piperidin-4-yl)oxy)-7-methoxy-quinazolin-4-yl)amino)-2-fluoro-4'-methoxy-[1,1'-biphenyl]-3-carbonitrile C(C=C)(=O)N1CCC(CC1)OC=1C=C2C(=NC=NC2=CC1OC)NC=1C=C(C=CC1OC)C1=C(C(=CC=C1)C#N)F